(4,5-DIHYDRO-3H-PYRROL-2-YLAMINO)-ACETIC ACID N1=C(CCC1)NCC(=O)O